C(C)OP(=O)(OCC)C(C(=O)OC(C)(C)C)CC1=NC(=NO1)C(C1=CC=C(C=C1)S(F)(F)(F)(F)F)(F)F tert-butyl 2-(diethoxyphosphoryl)-3-(3-(difluoro(4-(pentafluoro-λ6-sulfaneyl)phenyl)methyl)-1,2,4-oxadiazol-5-yl)propanoate